CC1(CC=C(C=C1)N)NCC(F)(F)F 1-methyl-N1-(2,2,2-trifluoroethyl)benzene-1,4-diamine